ClC=1C(=NC(=NC1)NC1=CC2=C(B(OC2)O)C=C1)N1C(C1)CC 5-((5-chloro-4-(2-ethylaziridin-1-yl)pyrimidin-2-yl)amino)benzo[c][1,2]oxaborol-1(3H)-ol